lauryl L-lactate C([C@@H](O)C)(=O)OCCCCCCCCCCCC